FC1=CC=C(C=C1)NC1=C2C=CN(C2=C(C=C1)C(=O)NC1(CC1)C1=CC=C(C(=O)O)C=C1)CC1=CC=C(C=C1)C(F)(F)F 4-(1-(4-((4-fluorophenyl)amino)-1-(4-(trifluoromethyl)benzyl)-1H-indole-7-carboxamido)cyclopropyl)benzoic acid